ClC=1N=CC=C2C=NNB(C12)O 8-chloro-1,2-dihydro-2,3,7-triaza-1-bora-1-naphthol